2-fluoro-N-methoxy-benzamide FC1=C(C(=O)NOC)C=CC=C1